COC(=O)C1(SC=CC1)C=1C=C2C(=NN(C2=CC1)C(C)C)C#N 2-(3-cyano-1-isopropyl-1H-Indazol-5-yl)-thiophene-2-carboxylic acid methyl ester